N12C(CCC2CC1)C(=O)O 1-azabicyclo[3.2.0]heptane-2-carboxylic acid